(R)-methyl 4-(4-(tert-butoxycarbonyl)-3-methylpiperazin-1-yl)-7-(4-chloropyridin-2-yl)-7H-pyrrolo[2,3-d]pyrimidine-5-carboxylate C(C)(C)(C)OC(=O)N1[C@@H](CN(CC1)C=1C2=C(N=CN1)N(C=C2C(=O)OC)C2=NC=CC(=C2)Cl)C